4-[(dimethylamino)methyl]-4-(4-fluorophenyl)piperidin CN(C)CC1(CCNCC1)C1=CC=C(C=C1)F